(5-bromo-2-fluorophenyl)-6-methylisoquinoline-1,5-diamine BrC=1C=CC(=C(C1)C=1N=C(C=2C=CC(=C(C2C1)N)C)N)F